C(CCC)OC(NS(=O)(=O)C=1SC(=CC1C1=CC(=C(C=C1)CN1C=NC=C1)C)CC(C)C)=O ((3-(4-((1H-imidazol-1-yl)methyl)-3-methylphenyl)-5-isobutylthiophene-2-yl)sulfonyl)carbamic acid butyl ester